4-(4-(1-(3,3-dimethylbutyryl)piperidin-4-yl)phenyl)-6-(1-methyl-1H-pyrazol-4-yl)pyrazolo[1,5-a]pyridine-3-carbonitrile CC(CC(=O)N1CCC(CC1)C1=CC=C(C=C1)C=1C=2N(C=C(C1)C=1C=NN(C1)C)N=CC2C#N)(C)C